IC1=CC=C(C=C1)[N-]C(C=CC1N(CCC1)C)=O N-(4-iodophenyl)-3-(1-methylpyrrolidin-2-yl)acryloylamide